2-[2-[(2R,3R,4R,5R,6R)-3-acetamido-4,5-diacetoxy-6-(acetoxymethyl)tetrahydropyran-2-yl]oxyethoxy]acetic acid C(C)(=O)N[C@H]1[C@@H](O[C@@H]([C@@H]([C@@H]1OC(C)=O)OC(C)=O)COC(C)=O)OCCOCC(=O)O